FC(CN1N=C2C(=CC=C(C2=C1)N1CCN(CC1)C(=O)OC(C)(C)C)C(NC=1C=C(C=2N(C1)C=C(N2)C)F)=O)(C)F tert-butyl 4-[2-(2,2-difluoropropyl)-7-({8-fluoro-2-methylimidazo[1,2-a]pyridin-6-yl} carbamoyl)indazol-4-yl]piperazine-1-carboxylate